NC1=NC=NC=2N(C=3C=CC=C(C3C21)C(=O)OC)CC(=O)N2[C@@H]1C[C@@]1(C[C@H]2C(NC2=NC(=CC=C2)Br)=O)C methyl 4-amino-9-(2-((1R,3S,5R)-3-((6-bromopyridin-2-yl) carbamoyl)-5-methyl-2-azabicyclo[3.1.0]hex-2-yl)-2-oxoethyl)-9H-pyrimido[4,5-b]indole-5-carboxylate